3-(5-(4-((1-(4-((5-chloro-4-((2-(dimethylphosphono)phenyl)amino)pyrimidin-2-yl)amino)-3-methoxyphenyl)piperidin-4-yl)amino)butoxy)-1-oxoisoindolin-2-yl)piperidine-2,6-dione ClC=1C(=NC(=NC1)NC1=C(C=C(C=C1)N1CCC(CC1)NCCCCOC=1C=C2CN(C(C2=CC1)=O)C1C(NC(CC1)=O)=O)OC)NC1=C(C=CC=C1)P(=O)(OC)OC